2-hydroxy-3-methoxy-5-(1-(oxetan-3-yl)-1H-benzo[d]imidazol-2-yl)benzoic acid OC1=C(C(=O)O)C=C(C=C1OC)C1=NC2=C(N1C1COC1)C=CC=C2